COC(=O)C=1C=C(OC2CN(C2)C(=O)OC(C)(C)C)C=CC1 tert-Butyl 3-(3-(methoxycarbonyl)phenoxy)azetidine-1-carboxylate